N-(3-phenyloxetan-3-yl)-2-(piperidin-1-yl)acetamide C1(=CC=CC=C1)C1(COC1)NC(CN1CCCCC1)=O